C1(CC1)C=1C(=C2C=NN(C2=CC1C(F)(F)F)C1OCCCC1)C1=NC=CC2=C1SC=1N=C(N=C(C12)N1CCOC[C@](C1)(O)C)S(=O)(=O)C (6S)-4-(8-(5-cyclopropyl-1-(tetrahydro-2H-pyran-2-yl)-6-(trifluoromethyl)-1H-indazol-4-yl)-2-(methylsulfonyl)pyrido[4',3':4,5]thieno[2,3-d]pyrimidin-4-yl)-6-methyl-1,4-oxazepan-6-ol